1-naphthyl-indole C1(=CC=CC2=CC=CC=C12)C=1NC2=CC=CC=C2C1